ClC1=C(C=CC=C1Cl)C(C)(C)NC1=NC(=NC(=N1)C1=CC=C2C=NNC2=C1)N N4-[1-(2,3-dichlorophenyl)-1-methyl-ethyl]-6-(1H-indazol-6-yl)-1,3,5-triazine-2,4-diamine